IC1=C(OCC(C)N)C(=CC(=C1)I)I 1-(2,4,6-triiodophenoxy)propan-2-amine